C(C)(C)(C)N(C(=O)OC(C)(C)C1=CC=C(C=C1)NC)[C@H](C(=O)NCCNC1=C2C(N(C(C2=CC=C1)=O)C1C(NC(CC1)=O)=O)=O)CC1CCCCC1 2-[4-(methylamino)phenyl]propan-2-ol tert-butyl-((2S)-3-cyclohexyl-1-((2-((2-(2,6-dioxopiperidin-3-yl)-1,3-dioxoisoindolin-4-yl)amino)ethyl)amino)-1-oxopropan-2-yl)carbamate